N-[2,5-difluoro-4-(trifluoromethyl)phenyl]-5-phenyl-1H-pyrrole-3-sulfonamide FC1=C(C=C(C(=C1)C(F)(F)F)F)NS(=O)(=O)C1=CNC(=C1)C1=CC=CC=C1